C(=O)=C(C(=O)O)CCP(=O)(OC)OO 2-carbonyl-4-[hydroxy(methyl)phosphono]Butyric acid